tert-butyl (1-(5-((3-(8-bromooctylamino)phenyl)thio)pyrazin-2-yl)-4-methylpyridin-4-yl)carbamate BrCCCCCCCCNC=1C=C(C=CC1)SC=1N=CC(=NC1)N1C=CC(C=C1)(C)NC(OC(C)(C)C)=O